C(C)(C)(C)OC(=O)N[C@H]([C@@H](C)OCC1=CC=C(C=C1)CCOCC(=O)OC(C)(C)C)CCC(N)=O tert-butyl 2-[2-[4-([[(2R,3S)-3-[(tert-butoxycarbonyl)amino]-5-carbamoylpentan-2-yl] oxy]methyl)phenyl] ethoxy]acetate